tert-butyl 6-[4-(3-hydroxy-2-pyridyl)piperazin-1-yl]-2-azaspiro[3.4]-octane-2-carboxylate OC=1C(=NC=CC1)N1CCN(CC1)C1CC2(CN(C2)C(=O)OC(C)(C)C)CC1